CC1=CC2=C(N=C(N2)CCCCC)C=C1 5-methyl-benzoimidazolylpentane